COCCOCCOCCOCCOC Tetraglyme